1H-benzo[d]imidazole-6-formate N1C=NC2=C1C=C(C=C2)C(=O)[O-]